N-acetyl-S-(pyridin-2-ylsulfanyl)-L-cysteine C(C)(=O)N[C@@H](CSSC1=NC=CC=C1)C(=O)O